BrC1=C(C=C2N=CC=3N(C(N4[C@@H](COC1=C2C34)CC(C)C)=O)C)F (R)-7-bromo-6-fluoro-10-isobutyl-2-methyl-9,10-dihydro-8-oxa-2,4,10a-triazanaphtho[2,1,8-cde]azulene-1(2H)-one